t-Butyl-1,3-dibromosalicylate C(C)(C)(C)OC(C1(C(O)C(=CC=C1)Br)Br)=O